C(#N)C1=CC=C(C=C1)N1C=NC(=C1)C=1N=C2N(C(C1C)=O)C=C(C=C2[C@@H](C)NC2=C(C(=O)O)C=CC=C2)C (R)-2-((1-(2-(1-(4-cyanophenyl)-1H-imidazol-4-yl)-3,7-dimethyl-4-oxo-4H-pyrido[1,2-a]pyrimidin-9-yl)ethyl)amino)benzoic acid